tert-butyl (E)-(4-((4-(2-((2-(2,6-dioxopiperidin-3-yl)-1,3-dioxoisoindolin-4-yl)oxy)acetamido)phenyl)diazenyl)phenethyl)carbamate O=C1NC(CCC1N1C(C2=CC=CC(=C2C1=O)OCC(=O)NC1=CC=C(C=C1)/N=N/C1=CC=C(CCNC(OC(C)(C)C)=O)C=C1)=O)=O